2-[(1Z)-1-({3-[(2,4-difluorophenoxy)methyl]phenyl}methylidene)-5-fluoro-2-methyl-1H-inden-3-yl]acetic acid FC1=C(OCC=2C=C(C=CC2)\C=C/2\C(=C(C3=CC(=CC=C23)F)CC(=O)O)C)C=CC(=C1)F